(1s,3s)-3-((methylsulfonyl)oxy)cyclobutane-1-carboxylic acid benzyl ester C(C1=CC=CC=C1)OC(=O)C1CC(C1)OS(=O)(=O)C